benzoxazepin-9-ol O1N=CC=CC2=C1C(=CC=C2)O